CC(CN1C(C=CC=C1)Br)CC 1-(2-methylbutyl)pyridinyl bromide